C(CCCCC)OC(/C(=C\C=C\N1CCCC1)/S(=O)(=O)C1=CC=C(C=C1)Cl)=O (2e,4e)-2-((4-chlorophenyl)sulfonyl)-5-(pyrrolidin-1-yl)penta-2,4-dienoic acid hexyl ester